C1(C=CC=C1)[Ti](C1=C(C(=CC=C1F)C=1NC=CC1)F)(C1=C(C(=CC=C1F)C=1NC=CC1)F)C1C=CC=C1 bis(cyclopentadienyl)-bis(2,6-difluoro-3-pyrrolyl-phenyl)titanium